ClC1=C(OC2=CC=CC3=C2NC(=NS3(=O)=O)NCC3=CC=C(C=C3)CC(=O)O)C=CC=C1 2-(4-(((5-(2-chlorophenoxy)-1,1-dioxido-4H-benzo[e][1,2,4]thiadiazin-3-yl)amino)methyl)phenyl)acetic acid